8'-methyl-1',5'-dihydrospiro[cyclobutane-1,4'-furo[2,3-g]indazole]-7'-carboxylic acid ethyl ester C(C)OC(=O)C1=C(C2=C(CC3(C=4C=NNC24)CCC3)O1)C